p-toluenesulfonic dichloroamide ClN(S(=O)(=O)C1=CC=C(C)C=C1)Cl